8-chloro-5-(2-methyl-4-pyridinyl)-1-tetrahydropyran-2-yl-6-tetrahydropyran-4-yl-pyrazolo[4,3-g]isoquinoline ClC1=NC(=C(C2=CC3=C(C=C12)N(N=C3)C3OCCCC3)C3=CC(=NC=C3)C)C3CCOCC3